Copper phosphate salt P(=O)([O-])([O-])[O-].[Cu+2].P(=O)([O-])([O-])[O-].[Cu+2].[Cu+2]